2-(2-formylphenoxy)acetonitrile C(=O)C1=C(OCC#N)C=CC=C1